(2'-fluoro-3-(p-toluenesulfonyl)-[1,1'-biphenyl]-2-yl)benzamide FC1=C(C=CC=C1)C1=C(C(=CC=C1)S(=O)(=O)C1=CC=C(C)C=C1)C1=C(C(=O)N)C=CC=C1